N-(4-fluoro-5-(5-(trifluoromethyl)pyridin-3-yl)-2-((3S,5R)-3,4,5-trimethylpiperazin-1-yl)phenyl)-6-oxo-4-(trifluoromethyl)-1,6-dihydropyridine-3-carboxamide FC1=CC(=C(C=C1C=1C=NC=C(C1)C(F)(F)F)NC(=O)C1=CNC(C=C1C(F)(F)F)=O)N1C[C@@H](N([C@@H](C1)C)C)C